racemic-(1S,3S,4S)-3-hydroxy-4-methylcyclopentylcarbamate O[C@H]1C[C@H](C[C@@H]1C)NC([O-])=O |r|